N-((4-cyanobenzyl)sulfinyl)-4-(5-(3,5-dichloro-4-fluorophenyl)-5-(trifluoromethyl)-4,5-dihydroisoxazol-3-yl)-2-methylbenzamide C(#N)C1=CC=C(CS(=O)NC(C2=C(C=C(C=C2)C2=NOC(C2)(C(F)(F)F)C2=CC(=C(C(=C2)Cl)F)Cl)C)=O)C=C1